S(=O)(=O)(ON1C(C(C1=O)NC(C(=O)C=1N=C(SC1)NC(=O)OC(C)(C)C)=O)(C)C)O 2-(2-((tert-butoxycarbonyl)amino)thiazol-4-yl)-2-oxoacetamido-2,2-dimethyl-4-oxoazetidin-1-yl hydrogen sulfate